C1(CCCCC1)N(C(=S)NC(C1=CC=CC=C1)=O)C(C1=CC=CC=C1)=O Cyclohexyl-bisbenzoyl-thiourea